Nonadecanoat C(CCCCCCCCCCCCCCCCCC)(=O)[O-]